COC(=O)C=1C=2N(C=C(C1)CNCC(C)C)C(=CN2)Cl 3-chloro-6-((isobutylamino)methyl)imidazo[1,2-a]pyridine-8-carboxylic acid methyl ester